[2-(2-ethylhexanoyloxy)ethoxy]phenol C(C)C(C(=O)OCCOC1=C(C=CC=C1)O)CCCC